NCC1=CC=C(C=C1)CNC(=O)C=1C=C(C=CC1)C1=C2C=C3CCC[N+]=4CCCC(=C2OC=2C=5CCCN6CCCC(=CC12)C56)C43 16-[3-({[4-(aminomethyl)phenyl]methyl}carbamoyl)phenyl]-3-oxa-9λ5,23-diazaheptacyclo[17.7.1.15,9.02,17.04,15.023,27.013,28]octacosa-1(27),2(17),4,9(28),13,15,18-heptaen-9-ylium